2-nitro-1,1-diphenylethylene [N+](=O)([O-])C=C(C1=CC=CC=C1)C1=CC=CC=C1